CC1=CC=C(NC2=CC=C(C=C2)NC(C(=C)C)=O)C=C1 N-[4-(4-methylanilino)phenyl]methacrylamide